FC(N1N=C(C=C1)C1(CC(C=2C=NC=3N(C21)N=C(C3)C)C(=O)O)C)F 8-(1-(difluoromethyl)-1H-pyrazol-3-yl)-2,8-dimethyl-7,8-dihydro-6H-cyclopenta[e]pyrazolo[1,5-a]pyrimidine-6-carboxylic acid